maleimidoethyl 2-(guanidinomethyl)-5-iodobenzoate N(C(=N)N)CC1=C(C(=O)OCCN2C(C=CC2=O)=O)C=C(C=C1)I